CC1=CC=C(C=C1)NS(=O)(=O)C1=C(C=CC=C1)C(=C)C N-(4-methylphenyl)-2-isopropenylbenzenesulfonamide